tert-butyl(5-(4-((6,7-dichloro-2,2-dioxido-4,9-dihydro-[1,2,6]thiadiazino[4,3-g]indol-3(1H)-yl)methyl) piperidin-1-yl)-5-oxopentyl) carbamate C(N)(OC(CCCC(=O)N1CCC(CC1)CN1CC=2C=C(C=3C(=CNC3C2NS1(=O)=O)Cl)Cl)C(C)(C)C)=O